BrC(C(=O)OC)C1=CC=CC=C1 methyl α-bromophenylacetate